naphthylethenyl phenyl ketone C1(=CC=CC=C1)C(=O)C=CC1=CC=CC2=CC=CC=C12